3-chloro-5-(4-chloro-3,5-dimethoxyphenyl)-4-(2-chloro-4-fluorophenyl)-1-methyl-2(1H)-pyridinone ClC=1C(N(C=C(C1C1=C(C=C(C=C1)F)Cl)C1=CC(=C(C(=C1)OC)Cl)OC)C)=O